C(C)(=O)N1CC(C1)C(=O)N1CCC2(C(C2)CNC(=O)C2=CC=3C(=CN=CC3)O2)CC1 N-[[6-(1-acetylazetidine-3-carbonyl)-6-azaspiro[2.5]octan-2-yl]methyl]furo[2,3-c]pyridine-2-carboxamide